C(C)(=O)OC1=CC=C2C(C(=COC2=C1COC(C)=O)C1=CC=C(C=C1)OC)=O 7-(Acetoxy)-8-(acetoxymethyl)-3-(4-methoxyphenyl)-4H-chromen-4-one